2-methylpropane-1,3-diyl dibenzoate C(C1=CC=CC=C1)(=O)OCC(COC(C1=CC=CC=C1)=O)C